ethyl 3,4-dihydroxybenzoate OC=1C=C(C(=O)OCC)C=CC1O